FC1=NC=2C=CC=CC2C2=C1N(C(C21CCC1)=O)C fluoro-3'-methyl-2',3'-dihydrospiro[cyclobutane-1,1'-pyrrolo[2,3-c]quinoline]-2'-one